C(C=C)N1C2=C(N(C([C@H](CC1)NC(OC(C)(C)C)=O)=O)C)C=CC(=C2)Cl tert-butyl (S)-(6-allyl-8-chloro-1-methyl-2-oxo-1,2,3,4,5,6-hexahydrobenzo[b][1,4]diazocin-3-yl)carbamate